Dimethyldihydrothiophen-3(2H)-one CC1(SCCC1=O)C